6-[3-(6-methyl-2-pyridyl)-1H-pyrazol-4-yl]-N-(2-morpholinoethyl)-1,5-naphthyridin-3-amine CC1=CC=CC(=N1)C1=NNC=C1C=1N=C2C=C(C=NC2=CC1)NCCN1CCOCC1